FC1(CCN(CC1)C1=C(C=C(C=C1)C1=NNC(OC1)=O)C(F)(F)F)F 5-[4-(4,4-Difluoropiperidin-1-yl)-3-(trifluoromethyl)phenyl]-3,6-dihydro-2H-1,3,4-oxadiazin-2-one